NC1=CC(=C(C=C1)CC#N)C 2-(4-amino-2-methylphenyl)acetonitrile